C(O)C(=O)CO Glycerone